C1(CC1)C1=NC=NC(=C1)OC(F)F 4-cyclopropyl-6-(difluoromethoxy)pyrimidine